2-[4-(2-amino-6-ethyl-1-methyl-benzimidazol-4-yl)-2-methyl-pyrazol-3-yl]benzonitrile hydrochloride Cl.NC1=NC2=C(N1C)C=C(C=C2C2=C(N(N=C2)C)C2=C(C#N)C=CC=C2)CC